tetradecanoic acid n-heptylester C(CCCCCC)OC(CCCCCCCCCCCCC)=O